2-iodo-10-methyltetradecane IC(C)CCCCCCCC(CCCC)C